C1(CC1)N1N=C(C=C1)S(=O)(=O)NC(NC1=C(C(=CC=2CCOC21)F)C2=CC=1N(C=C2)N=CC1)=O cyclopropyl-N-((5-fluoro-6-(pyrazolo[1,5-a]pyridin-5-yl)-2,3-dihydrobenzofuran-7-yl)carbamoyl)-1H-pyrazole-3-sulfonamide